6-(Difluoromethyl)-N-[6-(2-hydroxy-prop-2-yl)-2-(3-hydroxy-propyl)-2H-indazol-5-yl]pyridine-2-carboxamide FC(C1=CC=CC(=N1)C(=O)NC1=CC2=CN(N=C2C=C1C(C)(C)O)CCCO)F